NC1=C(C=CC=C1Cl)C1=CC(=CC(=C1)F)C1=CC(=NC=C1)F amino-3-chloro-5'-fluoro-3'-(2-fluoropyridin-4-yl)-[1,1'-biphenyl]